4'-bis[(3-ethyloxetan-3-yl)methoxy]methylbiphenyl C(C)C1(COC1)COC(C1=CC=C(C=C1)C1=CC=CC=C1)OCC1(COC1)CC